N-(2-fluoro-4-((5-(3-fluoro-4-hydroxyphenyl)-1H-pyrazol-3-yl)amino)-5-methylphenyl)acetamide FC1=C(C=C(C(=C1)NC1=NNC(=C1)C1=CC(=C(C=C1)O)F)C)NC(C)=O